2-(4-((4-(4-bromophenyl)-5-oxo-4,5-dihydro-1H-1,2,4-triazol-1-yl)methyl)phenoxy)-2-methylpropanoic acid BrC1=CC=C(C=C1)N1C=NN(C1=O)CC1=CC=C(OC(C(=O)O)(C)C)C=C1